2-((12-(4-(trifluoromethyl)phenyl)dodecyl)thio)ethyl hydrogen ((((R)-1-(6-amino-9H-purin-9-yl)propan-2-yl)oxy)methyl)phosphonate NC1=C2N=CN(C2=NC=N1)C[C@@H](C)OCP(OCCSCCCCCCCCCCCCC1=CC=C(C=C1)C(F)(F)F)(O)=O